CN1N=C(C(=C1)C1NC2=CC=C3C(=C2C2C4CCC(C12)C4)C=NS3)C(F)(F)F 7-(1-Methyl-3-(trifluoromethyl)-1H-pyrazol-4-yl)-6,7,7a,8,9,10,11,11a-octahydro-8,11-methanoisothiazolo[4,5-a]phenanthridine